3-ethyl-5-methyl-N-(3-(N-methyl-N-phenylsulfamoyl)phenyl)isoxazole-4-carboxamide C(C)C1=NOC(=C1C(=O)NC1=CC(=CC=C1)S(N(C1=CC=CC=C1)C)(=O)=O)C